(R)-5-isopropyl-5-{4-[4-(1-p-tolyl-1H-pyrazol-4-yl)piperidine-1-carbonyl]phenyl}imidazolidine-2,4-dione C(C)(C)[C@]1(C(NC(N1)=O)=O)C1=CC=C(C=C1)C(=O)N1CCC(CC1)C=1C=NN(C1)C1=CC=C(C=C1)C